N1CC(C1)C12CC(C1)(C2)N2N=C(C=C2C2CC2)C 1-[3-(azetidin-3-yl)-1-bicyclo[1.1.1]pentanyl]-5-cyclopropyl-3-methyl-pyrazole